O1CC(C1)NC(=O)C1=CN=C2N1C=C(C=C2)C(=O)O 3-(oxetan-3-ylcarbamoyl)imidazo[1,2-a]pyridine-6-carboxylic acid